5-((2,4-dioxo-3,4-dihydroquinazolin-1(2H)-yl)methyl)-2-fluorobenzoic acid O=C1N(C2=CC=CC=C2C(N1)=O)CC=1C=CC(=C(C(=O)O)C1)F